C1NCC12CC(C2)NC2=CC=CC(=N2)C2=CN=C1N2C=C(C=C1)C(C)(C)O 2-(3-(6-(2-azaspiro-[3.3]heptan-6-yl-amino)pyridin-2-yl)-imidazo[1,2-a]-pyridin-6-yl)propan-2-ol